2,2-bis-(difluoro-hydroxymethyl)-1,1,3,3-tetrafluoropropane FC(C(C(F)F)(C(F)F)C(O)(F)F)(O)F